C(#N)C1=C(C=CC(=C1)C(F)(F)F)S(=O)(=O)N1C[C@@H]([C@@](C1)(CO)O)OC=1C=NC(=NC1)C#N 5-(((3s,4r)-1-((2-cyano-4-(trifluoromethyl)phenyl)sulfonyl)-4-hydroxy-4-(hydroxymethyl)pyrrolidin-3-yl)oxy)pyrimidine-2-carbonitrile